N-(4-Fluoro-3-(6-(2-hydroxy-3-(pyrrolidin-1-yl)propoxy)benzo[b]thiophene-2-carboxamido)phenyl)-2,3-dihydrobenzo[b][1,4]dioxine-6-carboxamide FC1=C(C=C(C=C1)NC(=O)C1=CC2=C(OCCO2)C=C1)NC(=O)C1=CC2=C(S1)C=C(C=C2)OCC(CN2CCCC2)O